N=1C=2N(C=NC1)N=CC2 pyrazolo[1,5-a][1,3,5]triazin